C(C)(C)C=1N=C(N2N=C(C=C(C21)O)O)C 5-isopropyl-7-methylimidazo[1,5-b]Pyridazine-2,4-diol